Cl.C(CCC)C1CCNCC1 4-butylpiperidine-hydrochloride